FC=1C(=NC=CC1CN1C(OC2=C(C=CC(=C2)OC2=NC=CC=N2)C12CCC2)=O)NS(=O)(=O)NC 3-{[3-fluoro-2-(methylaminosulfonylamino)-4-pyridyl]methyl}-7-(2-pyrimidinyloxy)-2H,3H-spiro[1,3-benzoxazine-4,1'-cyclobutan]-2-one